1-(difluoromethoxy)-3-fluoro-5-nitrobenzene FC(OC1=CC(=CC(=C1)[N+](=O)[O-])F)F